(S)-2-(4-Bromo-5-chlorothiophen-2-carboxamido)-N1-(1-(2-(2-adamantylamino)-2-oxoethyl)-2-oxo-1,2-dihydropyridin-3-yl)-N6-methyl-5-oxohexandiamid BrC=1C=C(SC1Cl)C(=O)N[C@H](C(=O)NC=1C(N(C=CC1)CC(=O)NC1C2CC3CC(CC1C3)C2)=O)CCC(C(=O)NC)=O